(3S)-N-[3-[2-(1,5-dimethyl-pyrazol-3-yl)-6-(morpholin-4-yl)pyridin-4-yl]-4-methylphenyl]-3-(2,2,2-trifluoroethyl)pyrrolidine-1-carboxamide CN1N=C(C=C1C)C1=NC(=CC(=C1)C=1C=C(C=CC1C)NC(=O)N1C[C@@H](CC1)CC(F)(F)F)N1CCOCC1